COC=1C(=C(C(=O)C2=CC=C(C=C2)O)C=CC1O)OC dimethoxy-4,4'-dihydroxybenzophenone